3-(Benzyloxy)-1-(cyclobutylmethyl)-thieno[2,3-d]pyrimidine-2,4(1H,3H)-dione C(C1=CC=CC=C1)ON1C(N(C2=C(C1=O)C=CS2)CC2CCC2)=O